C(C)N(CC)C1=CC=C2C=C(C(OC2=C1)=O)C=O 7-(N,N-diethylamino)coumarin-3-carbaldehyde